ethyl 2-(2-acetoxyethyl)-5-methyl-pyrazole-3-carboxylate C(C)(=O)OCCN1N=C(C=C1C(=O)OCC)C